(R)-1-(2-((2-oxo-4-(o-tolyl)-1,2-dihydroquinolin-7-yl)oxy)propanoyl)piperidine-4-carboxylic acid O=C1NC2=CC(=CC=C2C(=C1)C1=C(C=CC=C1)C)O[C@@H](C(=O)N1CCC(CC1)C(=O)O)C